ethyl 3-((4-(1H-benzo[d]imidazol-1-yl)-6-(1H-pyrazol-1-yl)-1,3,5-triazin-2-yl)amino)propanoate N1(C=NC2=C1C=CC=C2)C2=NC(=NC(=N2)N2N=CC=C2)NCCC(=O)OCC